NC1=NC(=CC(=N1)N1CCC2(C[C@H](NC2)C(=O)OCC)CC1)O[C@@H](C(F)(F)F)C1=CC=C(C=C1)C1=CC=C2C=CN=CC2=C1 (S)-ethyl 8-(2-amino-6-((R)-2,2,2-trifluoro-1-(4-(isoquinolin-7-yl)phenyl)ethoxy)pyrimidin-4-yl)-2,8-diazaspiro[4.5]decane-3-carboxylate